Ethyl 6-fluoro-8-(5-(((5-fluoro-2,3-dihydrobenzofuran-4-yl)methyl)amino)-[1,2,4]triazolo[4,3-c]pyrimidin-8-yl)-2-hydroxyimidazo[1,2-a]pyridine-3-carboxylate FC=1C=C(C=2N(C1)C(=C(N2)O)C(=O)OCC)C=2C=1N(C(=NC2)NCC2=C(C=CC3=C2CCO3)F)C=NN1